4,4',4''-(benzene-1,3,5-triyl-tris(biphenyl-4,4'-diyl))tribenzoic acid C1(=CC(=CC(=C1)C1=CC=C(C=C1)C1=CC=C(C=C1)C1=CC=C(C(=O)O)C=C1)C1=CC=C(C=C1)C1=CC=C(C=C1)C1=CC=C(C(=O)O)C=C1)C1=CC=C(C=C1)C1=CC=C(C=C1)C1=CC=C(C(=O)O)C=C1